6-(3-isopropyl-5-(1-(2-(methylsulfonyl)ethyl)piperidin-4-yl)-1H-indol-2-yl)-8-methyltetrazolo[1,5-a]pyridine C(C)(C)C1=C(NC2=CC=C(C=C12)C1CCN(CC1)CCS(=O)(=O)C)C=1C=C(C=2N(C1)N=NN2)C